C(#N)C1(CCN(CC1)C(=O)NC=1SC(=C(N1)C1=CC(=CC=C1)C#N)C1=CC(=NC(=C1)C1COC1)C)C 4-cyano-N-[4-(3-cyanophenyl)-5-[2-methyl-6-(oxetan-3-yl)-4-pyridyl]thiazol-2-yl]-4-methyl-piperidine-1-carboxamide